(2,6-difluoro-4-(pyridin-4-ylmethoxy)phenyl)-3-(1-methyl-1H-pyrazol-4-yl)-1H-pyrazolo[3,4-c]pyridine FC1=C(C(=CC(=C1)OCC1=CC=NC=C1)F)N1N=C(C=2C1=CN=CC2)C=2C=NN(C2)C